(5-(3-Aminoazetidin-1-yl)-3-cyclopropylpyrazolo[1,5-a]pyrimidin-7-yl)(4-(pyridin-2-yl)benzyl)carbamic acid tert-butyl ester C(C)(C)(C)OC(N(CC1=CC=C(C=C1)C1=NC=CC=C1)C1=CC(=NC=2N1N=CC2C2CC2)N2CC(C2)N)=O